6-cyclopropyl-2-((2S,3R)-3-((triisopropylsilyl)oxy)pyrrolidin-2-yl)imidazo[1,2-a]pyridine C1(CC1)C=1C=CC=2N(C1)C=C(N2)[C@@H]2NCC[C@H]2O[Si](C(C)C)(C(C)C)C(C)C